6-fluoro-5-methyl-pyridine-3-carbonitrile FC1=C(C=C(C=N1)C#N)C